6-isopropyl-9-β-D-ribofuranosyl-7-deazapurine C(C)(C)C1=C2C=CN(C2=NC=N1)[C@H]1[C@H](O)[C@H](O)[C@H](O1)CO